NC1C(CCCC1)N 1,2-Diamino-cyclohexan